N[C@@H]1[C@@H]2CC[C@H](C1)N2CC=2C=CC(=C(C2)C2=CC(=C(C=C2)C#N)F)C2=CC1=C(N(N=N1)CC(C)(C)O)C(=C2F)F |o1:1,2,5| 5'-(((1S,2S,4R)-rel-2-Amino-7-azabicyclo[2.2.1]heptan-7-yl)methyl)-2'-(6,7-difluoro-1-(2-hydroxy-2-methylpropyl)-1H-benzo[d][1,2,3]triazol-5-yl)-3-fluoro-[1,1'-biphenyl]-4-carbonitril